(4-(6-isopropyl-5-(8-methoxy-[1,2,4]triazolo[1,5-a]pyridin-6-yl)-4H-pyrrolo[3,2-d]thiazol-2-yl)cyclohexyl)oxetan-3-amine C(C)(C)C1=C(NC2=C1N=C(S2)C2CCC(CC2)C2OCC2N)C=2C=C(C=1N(C2)N=CN1)OC